C1(CC1)N(C[C@@H](CC(C)C)N1C2=C(C(C3=CC(=CC=C13)F)=O)C1=CC3=C(C(N1C2)=O)COC([C@]3(O)CC)=O)C (S)-11-((R)-1-(cyclopropyl(methyl)amino)-4-methylpentane-2-yl)-4-ethyl-8-fluoro-4-hydroxy-1,12-dihydro-14H-pyrano[3',4':6,7]indolizino[2,1-b]quinoline-3,6,14(4H,11H)-trione